{4-[(4-phenoxyphenyl)amino]-1H-pyrazolo[3,4-d]pyrimidin-6-yl}methanol O(C1=CC=CC=C1)C1=CC=C(C=C1)NC1=C2C(=NC(=N1)CO)NN=C2